C1=CC=CC=2C3=CC=CC=C3C(C12)(CCC(=O)O)CCC(=O)O fluorene-9,9-dipropionic acid